C(C)(=O)OC(C(=O)OC(C)C(C)C)(C)C 3-Methylbutan-2-Yl α-Acetoxyisobutyrate